1-(4-((4-((4'-fluoro-4-methoxy-3'-(trifluoromethyl)-[1,1'-biphenyl]-3-yl)amino)-7-methoxy-quinazolin-6-yl)oxy)piperidin-1-yl)prop-2-en-1-one FC1=C(C=C(C=C1)C1=CC(=C(C=C1)OC)NC1=NC=NC2=CC(=C(C=C12)OC1CCN(CC1)C(C=C)=O)OC)C(F)(F)F